Cl.C1(CCCCC1)CCNCC1=C(C(=O)O)C=CC=C1 2-((2-cyclohexylethylamino)methyl)benzoic acid hydrochloride